C1(CC1)C1=NC=NC(=C1C=1N=C(C2=C(N1)NC=C2CN(C)C)OCC2=CC=C(C=C2)C=2N(C=C(N2)C(F)(F)F)C)OC 1-[2-(4-cyclopropyl-6-methoxy-pyrimidin-5-yl)-4-[[4-[1-methyl-4-(trifluoromethyl)imidazol-2-yl]phenyl]methoxy]-7H-pyrrolo[2,3-d]pyrimidin-5-yl]-N,N-dimethyl-methanamine